FC1=C(C(=O)N[C@@H](C(=O)N2CCC3(C(CN(C3)C)C3=CC=C(C=C3)OC)CC2)C(C)C)C=C(C=C1)C(F)(F)F 2-fluoro-N-((2R)-1-(4-(4-methoxyphenyl)-2-methyl-2,8-diazaspiro[4.5]decan-8-yl)-3-methyl-1-oxobutan-2-yl)-5-(trifluoromethyl)benzamide